(11-methyl-1,9-diazatricyclo[6.3.1.04,12]dodeca-2,4(12),5,7-tetraen-2-yl)methanol CC1CNC2=CC=CC=3C=C(N1C32)CO